(((((1-(2-hydroxyethyl)-1H-pyrazol-4-yl)methyl)azanediyl)bis(ethane-2,1-diyl))bis(azanetriyl))tetrakis(hexane-6,1-diyl) tetrakis(2-hexyldecanoate) C(CCCCC)C(C(=O)OCCCCCCN(CCN(CCN(CCCCCCOC(C(CCCCCCCC)CCCCCC)=O)CCCCCCOC(C(CCCCCCCC)CCCCCC)=O)CC=1C=NN(C1)CCO)CCCCCCOC(C(CCCCCCCC)CCCCCC)=O)CCCCCCCC